7-benzyl-1,5,6,7-tetrahydropyrazolo[4,3-b][1,4]Oxazine C(C1=CC=CC=C1)N1C2=C(OCC1)C=NN2